[Li].C(=C)N1C(CCC1)=O N-vinylpyrrolidone, lithium salt